(phenylmethyloxy)-4-(methylsulfonyl)quinoline-2-carboxylic acid methyl ester COC(=O)C1=NC2=CC=CC=C2C(=C1OCC1=CC=CC=C1)S(=O)(=O)C